1-[1-(5-chloro-2-{6-[4-(cyclopropylmethyl) piperazin-1-yl] pyridin-3-yl} phenyl) piperidin-3-yl]-5-(difluoromethyl)-1H-pyrazole-4-carboxylate ClC=1C=CC(=C(C1)N1CC(CCC1)N1N=CC(=C1C(F)F)C(=O)[O-])C=1C=NC(=CC1)N1CCN(CC1)CC1CC1